C1(CC1)C(=O)NC=1C=C2C(=CN=C(C2=CN1)NC)C1=NN2C(C=CC(=C2)N2CC3CN(CC(C2)O3)C(=O)OC(C)(C)C)=N1 tert-butyl 7-(2-(6-(cyclopropanecarboxamido)-1-(methylamino)-2,7-naphthyridin-4-yl)-[1,2,4]triazolo[1,5-a]pyridin-6-yl)-9-oxa-3,7-diazabicyclo[3.3.1]nonane-3-carboxylate